C(C)(C)(C)OC(COC=1C=NC(=NC1)C=O)=O 2-((2-Formyl-pyrimidine-5-yl)oxy)acetic acid tert-butyl ester